OCC1=CC(=CN1S(=O)(=O)C1=CC=C(C)C=C1)C(=O)C1=C(C=CC=C1)C(F)(F)F (5-(hydroxymethyl)-1-tosyl-1H-pyrrol-3-yl)(2-(trifluoromethyl)phenyl)methanone